NC1=NC(=CC(=C1)NC(CCC)CCC)CC1=C(C=C(C=C1)C(=O)N1CCN(CC1)C)OC 2-Amino-4-(heptan-4-ylamino)-6-(2-methoxy-4-(4-methylpiperazine-1-carbonyl)benzyl)pyridin